N1(CCNCC1)C1=CC=C(C=C1)C1=CC=2N(N=C1C(=O)OC)C(=CN2)C2=CC=NC1=CC=CC=C21 Methyl 7-(4-(piperazin-1-yl)phenyl)-3-(quinolin-4-yl)imidazo[1,2-b]pyridazine-6-carboxylate